ClC=1C=C2C(=NC(=NC2=CC1C1=C(C=CC(=N1)N)C(F)(F)F)OC[C@H]1N(C[C@@H](C1)OCC)C)N1CCNCC1 6-(6-chloro-2-(((2S,4R)-4-ethoxy-1-methylpyrrolidin-2-yl)methoxy)-4-(piperazin-1-yl)quinazolin-7-yl)-5-(trifluoromethyl)pyridin-2-amine